1-isopropylpyrazol C(C)(C)N1N=CC=C1